FC1(CC(C1)CN1N=CC(=C1)C1=NC2=C(C(=CC=C2N=C1)OC=1C=CC2=C(NC(=N2)C)C1)N1C(=CC=C1C)C)F 2-{1-[(3,3-difluorocyclobutyl)methyl]-1H-pyrazol-4-yl}-8-(2,5-dimethyl-1H-pyrrol-1-yl)-7-[(2-methyl-1H-1,3-benzodiazol-6-yl)oxy]quinoxaline